ClC=1C=CC(=C(C#N)C1)N1CCC2(CC1)C=1C=CC(=NC1CN(C2)C[C@@H]2NCCC2)C2=C(C=CC=C2)OC(C([2H])([2H])[2H])([2H])[2H] 5-chloro-2-[2-[2-(1,1,2,2,2-pentadeuterioethoxy)phenyl]-7-[[(2R)-pyrrolidin-2-yl]methyl]spiro[6,8-dihydro-1,7-naphthyridine-5,4'-piperidine]-1'-yl]benzonitrile